N1C(=CC2=CC=CC=C12)C(=O)OC1=C(C=C(C=C1)OC)C(C)(C)C (2-tert-butyl-4-methoxyphenol) 2-indoleformate